methyl (1r,4r)-4-(8-amino-1-(4-((5-fluoro-2-methoxybenzamido)methyl)phenyl)imidazo[1,5-a]pyrazin-3-yl)cyclohexane-1-carboxylate NC=1C=2N(C=CN1)C(=NC2C2=CC=C(C=C2)CNC(C2=C(C=CC(=C2)F)OC)=O)C2CCC(CC2)C(=O)OC